The molecule is a labdane diterpenoid that is 15,16-epoxy-7,11,13(16)14-labdatetraen-6-one substituted by a hydroxy group at position 9. Isolated from the rhizomes of Hedychium spicatum, it exhibits cytotoxicity against the Colo-205 (Colo-cancer), A-431 (skin cancer), MCF-7 (breast cancer), A-549 (lung cancer) and Chinese hamster ovary cells (CHO). It has a role as a metabolite and an antineoplastic agent. It is a member of furans, an enone, a tertiary alcohol, a labdane diterpenoid and a member of hexahydronaphthalenes. CC1=CC(=O)[C@@H]2[C@@]([C@]1(/C=C/C3=COC=C3)O)(CCCC2(C)C)C